CN1C=C(C(=CC1=O)C=1C=NC(=CC1)C)C=1C=NN(C1)C1=C(C#N)C(=CC=C1)F 2-(4-(1',6-dimethyl-6'-oxo-1',6'-dihydro-[3,4'-bipyridin]-3'-yl)-1H-pyrazol-1-yl)-6-fluorobenzonitrile